Methyl 8-[4-(dimethylamino)-N-(hex-5-en-1-yl)butanamido]octadecanoate CN(CCCC(=O)N(CCCCC=C)C(CCCCCCC(=O)OC)CCCCCCCCCC)C